ONC(C1=CC(=CC=C1)NC1=NC2=C(N1)C=C(C(=C2)C(F)(F)F)C2=CC=C(C=C2)N2CCOCC2)=O N-hydroxy-3-((6-(4-morpholinophenyl)-5-(trifluoromethyl)-1H-benzo[d]imidazol-2-yl)amino)benzamide